C(#N)C1(CC1)CN1N=CC2=CC(=C(C=C12)C=1C2=C(C(N(C1)C)=O)NC(=C2)C(=O)NCC)OC2=C(C=CC=C2C)C 4-(1-((1-cyanocyclopropyl)methyl)-5-(2,6-dimethylphenoxy)-1H-indazol-6-yl)-N-ethyl-6-methyl-7-oxo-6,7-dihydro-1H-pyrrolo[2,3-c]pyridine-2-carboxamide